C(C)C1(C2CN(CC(CC1=O)N2C(=O)[O-])C(=O)OCCCC)C(=O)[O-] butyl 6-ethyl-7-oxo-3,9-diazabicyclo[3.3.1]nonane-3,6,9-tricarboxylate